N-(4-fluorophenyl)-3-(pyridin-4-yl)-4,5,6,7-tetrahydropyrazolo[1,5-a]pyrazin-2-amine FC1=CC=C(C=C1)NC1=NN2C(CNCC2)=C1C1=CC=NC=C1